C(C)(C)(C)OC(CCOCCOCCN(C(OCC1C2=CC=CC=C2C=2C=CC=CC12)=O)C1CCNCC1)=O 1-(9H-fluoren-9-yl)-3-oxo-4-(piperidin-4-yl)-2,7,10-trioxa-4-azatridecane-13-oic acid tert-butyl ester